2-methyl-5-nitropyridine-3-sulfonyl chloride CC1=NC=C(C=C1S(=O)(=O)Cl)[N+](=O)[O-]